Cl.CC=1N=CC(=NC1)[C@@H](C)N (1R)-1-(5-methylpyrazin-2-yl)ethylamine hydrochloride